([9,10-dioxo-9,10-dihydroanthracene-2,6-diyl]bis[oxy]bis[propane-3,1-diyl])bis(phosphonic acid) O=C1C2=CC=C(C=C2C(C=2C=CC(=CC12)OCCCP(O)(O)=O)=O)OCCCP(O)(O)=O